C1(=CC=CC=C1)C(C(=O)O)(C1=CC=CC=C1)C1=CC=CC=C1.ClC1=C(COCCOCCCCCCN2C(O[C@@H](C2)C=2C=CC3=C(COC(O3)(C)C)C2)=O)C(=CC=C1)Cl (R)-3-{6-[2-(2,6-dichlorobenzyloxy)-ethoxy]-hexyl}-5-(2,2-dimethyl-4H-benzo[1,3]dioxin-6-yl)-oxazolidin-2-one 2,2,2-triphenylacetate